heptadecan-9-yl 8-{(2-hydroxyethyl)[6-oxo-6-(undecyloxy)hexyl]amino}octanoate OCCN(CCCCCCCC(=O)OC(CCCCCCCC)CCCCCCCC)CCCCCC(OCCCCCCCCCCC)=O